2-(4-cyclopropyl-2-(trifluoromethyl)phenyl)-5-(pyrrolidin-1-yl)-1,2,3,6-tetrahydro-7H-[1,2,3]triazolo[4,5-d]pyrimidin-7-one C1(CC1)C1=CC(=C(C=C1)N1NC2=C(N=C(NC2=O)N2CCCC2)N1)C(F)(F)F